(S)-2-amino-3-hydroxy-N,N-bis(2-(((Z)-octadec-9-en-1-yl)oxy)ethyl)propionamide N[C@H](C(=O)N(CCOCCCCCCCC\C=C/CCCCCCCC)CCOCCCCCCCC\C=C/CCCCCCCC)CO